4,4'-(4,4'-(propane-2,2-diyl)bis(4,1-phenylene))bis(oxy)dianiline CC(C)(C1=CC=C(C=C1)OC2=CC=C(C=C2)N)C3=CC=C(C=C3)OC4=CC=C(C=C4)N